BrC1=CC=C(C=C1)[C@@H](C(F)(F)F)N(C(=O)C1CCSCC1)C N-[(1S)-1-(4-bromophenyl)-2,2,2-trifluoroethyl]-N-methylthiane-4-carboxamide